CN1C(NC=2N=CNC2C1=O)=O 1-Methyl-3H-purine-2,6-dione